C(C)(=O)N1CC2=C(CC1)N(N=C2I)C2CC1(CN(C1)C(=O)OC(C)(C)C)C2 tert-butyl 6-(5-acetyl-3-iodo-6,7-dihydro-4H-pyrazolo[4,3-c]pyridin-1-yl)-2-azaspiro[3.3]heptane-2-carboxylate